3,3-dimethyl-2,3-dihydrofuro[2,3-b]pyridine 7-oxide CC1(COC2=[N+](C=CC=C21)[O-])C